BrC1=CC(=C(C=C1)COCCOCCOCCOC)COCCOCCOCCOC 1,1'-(4-bromo-1,2-phenylene)bis(2,5,8,11-tetraoxadodecane)